COC(ON1C([C@@H](CC1)C[C@@H](C(CO)=O)NC([C@@H](NC(=O)C=1NC2=CC=CC(=C2C1)OC)CC(C)C)=O)=O)=O carbonic acid {(3S)-3-[(2S)-4-hydroxy-2-({N-[(4-methoxy-1H-indol-2-yl) carbonyl]-L-leucyl} amino)-3-oxobutyl]-2-oxopyrrolidin-1-yl} methyl ester